(2S,4R)-4-hydroxy-1-(3-methyl-2-(3-(2-oxoethoxy)isoxazol-5-yl)butanoyl)-N-(4-(4-methylthiazol-5-yl)benzyl)pyrrolidine-2-carboxamide O[C@@H]1C[C@H](N(C1)C(C(C(C)C)C1=CC(=NO1)OCC=O)=O)C(=O)NCC1=CC=C(C=C1)C1=C(N=CS1)C